CC1=NC(=CC(=N1)NC1=NN2C(C=C(C=C2)C2=C(C=NC(=C2)C)OC[C@@H]2C[C@@H](CO2)O)=C1)C (3S,5S)-5-[[4-[2-[(2,6-dimethylpyrimidin-4-yl)amino]pyrazolo[1,5-a]pyridin-5-yl]-6-methyl-3-pyridyl]oxymethyl]tetrahydrofuran-3-ol